4-(6-methoxypyridin-3-yl)-1H-1,2,3-triazol COC1=CC=C(C=N1)C=1N=NNC1